ClC=1C(N(C=CC1)C=1C=NC(=CC1)N[C@@H]1C[C@H](CC1)NC=1OC2=NC=CC=C2N1)=O 3-Chloro-6'-(((1S,3S)-3-(oxazolo[5,4-b]pyridin-2-ylamino)cyclopentyl)amino)-2H-[1,3'-bipyridin]-2-one